BrC1=CC=C(C=C1)C=1C=CC[C@H]2COCC12 |r| rac-(3aR,7S,7aS)-7-(4-bromophenyl)tetrahydroisobenzofuran